BrC1=CC(=CC=C1)COCCOC 1-bromo-3-((2-methoxyethoxy)methyl)benzene